1-(4,4,5,5-tetramethyl-1,3,2-dioxaborolan-2-yl)-9H-carbazole CC1(OB(OC1(C)C)C1=CC=CC=2C3=CC=CC=C3NC12)C